4-[(E)-2-ethoxyvinyl]-6-{[4-(1-methyl-1H-pyrazol-4-yl)phenyl]methoxy}pyrimidine C(C)O/C=C/C1=NC=NC(=C1)OCC1=CC=C(C=C1)C=1C=NN(C1)C